2-methacryloyloxyethyltrimethyl-ammonium chloride [Cl-].C(C(=C)C)(=O)OCC[N+](C)(C)C